Sorbitol trioleate C(CCCCCCC\C=C/CCCCCCCC)(=O)O.C(CCCCCCC\C=C/CCCCCCCC)(=O)O.C(CCCCCCC\C=C/CCCCCCCC)(=O)O.OC[C@H](O)[C@@H](O)[C@H](O)[C@H](O)CO